ClC1=NC2=CC=CC=C2C(=N1)N(C1=CC=CC=C1)C1=CC=CC=C1 2-chloro-N,N-diphenylquinazolin-4-amine